BrC1=C(OC(CCCCCN2CCN(CC2)C(=O)OC(C)(C)C)C2CC2)C=CC(=C1)C(=O)OC tert-butyl 4-[6-(2-bromo-4-methoxycarbonyl-phenoxy)-6-cyclopropyl-hexyl]piperazine-1-carboxylate